Cl.C1(CC1)C#N cyclopropane-1-carbonitrile-hydrochloride salt